(3-(bromomethyl-d2)phenyl)-1-(difluoromethyl)-1H-pyrazole BrC(C=1C=C(C=CC1)C1=NN(C=C1)C(F)F)([2H])[2H]